2-phenyl-2-methyl-1,3-propanediol C1(=CC=CC=C1)C(CO)(CO)C